C(C)(C)(C)OC(=O)N1CC2(C1)C(C=CC2)=O 5-oxo-2-azaspiro[3.4]oct-6-ene-2-carboxylic acid tert-butyl ester